Tert-butyl (2-amino-6-methylphenyl)(methyl)carbamate NC1=C(C(=CC=C1)C)N(C(OC(C)(C)C)=O)C